CC=1C=C(SC1)NC(C(CC)C1=CC=CC=C1)=O N-(4-methyl-thiophen-2-yl)-2-phenyl-butanamide